6-(4-(4-(2,6-dioxopiperidin-3-yl)-3-fluorobenzyl)piperazin-1-yl)-2-(4-phenoxyphenyl)nicotinamide O=C1NC(CCC1C1=C(C=C(CN2CCN(CC2)C2=NC(=C(C(=O)N)C=C2)C2=CC=C(C=C2)OC2=CC=CC=C2)C=C1)F)=O